2-benzyloxy-6-bromopyridine C(C1=CC=CC=C1)OC1=NC(=CC=C1)Br